COC1=NC=C(C(=N1)OC)C1=CC(=C(N=N1)C(=C)OCC)[C@@H]1[C@H](C1)C(C)C 6-(2,4-dimethoxypyrimidine-5-yl)-3-(1-ethoxyvinyl)-4-((1S,2R)-2-isopropylcyclopropyl)pyridazine